C(C)(C)(C)OC(CN1CCN(CC1)C=1C=C2C(N(C(C2=CC1)=O)C1C(NC(CC1)=O)=O)=O)=O 2-{4-[2-(2,6-Dioxopiperidin-3-yl)-1,3-dioxo-2,3-dihydro-1H-isoindol-5-yl]Piperazine-1-yl}acetic acid tert-butyl ester